FC1=C(C=C(C=C1C[C@@H]1NCC2(CC2)[C@@H]1NS(=O)(=O)C(C)C)F)C1=CC=CC=C1 N-((6s,7s)-6-((2,5-difluoro-[1,1'-biphenyl]-3-yl)methyl)-5-azaspiro[2.4]heptane-7-yl)propane-2-sulfonamide